1-[6-[[2-(2,2,4-Trimethylpyrrolidin-1-yl)pyridin-3-carbonyl]sulfamoyl]-2-pyridyl]piperidin CC1(N(CC(C1)C)C1=NC=CC=C1C(=O)NS(=O)(=O)C1=CC=CC(=N1)N1CCCCC1)C